4-(7-fluoro-1H-benzo[d]imidazol-5-yl)-N-(3-(trifluoromethyl)phenyl)pyrimidin-2-amine FC1=CC(=CC2=C1NC=N2)C2=NC(=NC=C2)NC2=CC(=CC=C2)C(F)(F)F